(4-hydroxyphenyl)guanidine OC1=CC=C(C=C1)NC(=N)N